(4S,6R)-Methyl 2-amino-4-(5-((Z)-2-(5-cyanopyridin-2-yl)-2-fluorovinyl)-2-fluorophenyl)-4,6-dimethyl-5,6-dihydro-4H-1,3-thiazine-6-carboxylate NC=1S[C@](C[C@@](N1)(C)C1=C(C=CC(=C1)\C=C(/F)\C1=NC=C(C=C1)C#N)F)(C(=O)OC)C